ClC1=C(C=2N=C(N=C(C2C(=N1)OC)N[C@H](C)C=1C(=NC=CC1)NC(OC(C)(C)C)=O)SC)F tertbutyl (R)-(3-(1-((7-chloro-8-fluoro-5-methoxy-2-(methylthio)pyrido[4,3-d]pyrimidin-4-yl)amino)ethyl)pyridin-2-yl)carbamate